Zinc aluminum phosphonate P([O-])([O-])=O.[Al+3].[Zn+2]